OC1=CC=C(C=C1)CCC(=O)N 3-(p-hydroxylphenyl)propanamide